4-methyl-dihydrofuran-2(3H)-one CC1CC(OC1)=O